8-azaspiro[4.5]decane-8-carboxylic acid tert-butyl ester C(C)(C)(C)OC(=O)N1CCC2(CCCC2)CC1